2-methylthionicotinic acid CC1=C(C(=S)O)C=CC=N1